OCC1CCC(CC1)(C(=O)OCC)C ethyl 4-(hydroxymethyl)-1-methylcyclohexane-1-carboxylate